CN(C(=O)C=1C=NN2C1CN(CC2)C(=O)OC(C)(C)C)C2(CC2)C2=NC=C(C=N2)C(=O)OC methyl 2-(l-N-methyl-5-[(tert-butoxy)carbonyl]-4H,5H,6H,7H-pyrazolo[1,5-a]pyrazine-3-amidocyclopropyl)pyrimidine-5-carboxylate